NC1=NN2C(C=C(C=C2)C=2C(=C(C(=O)O)C(=CC2F)C)F)=N1 3-(2-amino-[1,2,4]triazolo[1,5-a]pyridin-7-yl)-2,4-difluoro-6-methylbenzoic acid